2-[5-(2-hydroxyethyl-mercapto)pentylmercapto]ethanol tert-Butyl-3-(5-amino-1,2,4-thiadiazol-3-yl)azetidine-1-carboxylate C(C)(C)(C)C1N(CC1C1=NSC(=N1)N)C(=O)OCCSCCCCCSCCO